C(C(C)C)C1C(OC(C(N(C(C(OC(C(N(C(C(OC(C(N(C(C(OC(C(N1C)=O)CC1=CC=C(C=C1)CC1=NC=CC=C1OC)=O)CC(C)C)C)=O)C)=O)CC(C)C)C)=O)CC1=CC=C(C=C1)CC1=NC=CC=C1OC)=O)CC(C)C)C)=O)C)=O 3,9,15,21-Tetraisobutyl-6,18-bis(4-((3-methoxypyridin-2-yl)methyl)benzyl)-4,10,12,16,22,24-hexamethyl-1,7,13,19-tetraoxa-4,10,16,22-tetraazacyclotetracosan-2,5,8,11,14,17,20,23-octaon